O=C1N(CCC1)C=1C=C(C=CC1)[C@@H](CC(=O)O)N1N=CC2=CC(=CC=C12)OCCC1=NC=2NCCCC2C=C1 (R)-3-(3-(2-Oxopyrrolidin-1-yl)phenyl)-3-(5-(2-(5,6,7,8-tetrahydro-1,8-naphthyridin-2-yl)ethoxy)-1H-indazol-1-yl)propanoic acid